L-cystine disodium salt [Na+].[Na+].C([C@@H](C(=O)[O-])N)SSC[C@@H](C(=O)[O-])N